4-methyl-1-(4-(phenylthio)phenyl)pentan-1-ol methyl-2-(6-bromo-1-(cyclopropylmethyl)-1H-indol-2-yl)-7-methoxy-1-methyl-1H-benzo[d]imidazole-5-carboxylate CC1=C(C=C(C=2N(C(=NC21)C=2N(C1=CC(=CC=C1C2)Br)CC2CC2)C)OC)C(=O)OC(CCC(C)C)C2=CC=C(C=C2)SC2=CC=CC=C2